C(C1=CC=CC=C1)OC1=C(C=CC=C1F)C1=CC(=C(C=C1F)F)C[C@]1(C[C@H](CC1)NS(=O)(=O)C)C=1OC=C(N1)CCl N-[(1S,3R)-3-{[2'-(benzyloxy)-3',4,6-trifluoro-[1,1'-biphenyl]-3-yl]methyl}-3-[4-(chloromethyl)-1,3-oxazol-2-yl]cyclopentyl]methanesulfonamide